C(C)N(CC)CCN(CCOC(OC(CCCCCCCCCC(=O)OCC(CCCCCCCC)CCCCCC)CCCCC)=O)CCO 2-hexyldecyl 3-ethyl-6-(2-hydroxyethyl)-10-oxo-12-pentyl-9,11-dioxa-3,6-diaza-heneicosane-21-carboxylate